methyl N-[5-[6-[cyclopropylmethyl-(3-fluorophenyl) carbamoyl] imidazo[1,2-a]pyridin-3-yl]-2-pyridyl]carbamate C1(CC1)CN(C(=O)C=1C=CC=2N(C1)C(=CN2)C=2C=CC(=NC2)NC(OC)=O)C2=CC(=CC=C2)F